C1(CCCCC1)N1CCN(CC1)C(=O)[O-] 4-cyclohexylpiperazine-1-carboxylate